3H-Azepin N1=CCC=CC=C1